3-[[6-(4-fluoro-2-methyl-phenyl)-2-oxo-3H-imidazo[4,5-b]pyridin-1-yl]methyl]benzonitrile FC1=CC(=C(C=C1)C=1C=C2C(=NC1)NC(N2CC=2C=C(C#N)C=CC2)=O)C